N-((1-(2-(4-fluorophenyl)-2-oxoethyl)piperidin-4-yl)methyl)-4-methylnicotinamide FC1=CC=C(C=C1)C(CN1CCC(CC1)CNC(C1=CN=CC=C1C)=O)=O